4-bromo-N-(trifluoromethyl)aniline BrC1=CC=C(NC(F)(F)F)C=C1